CN(CC(=O)N1C(CCC1)C(=O)N)C1=NC(=NC=C1)C 1-{2-[methyl-(2-methylpyrimidin-4-yl)amino]acetyl}pyrrolidine-2-carboxamide